O1-tert-butyl O3-ethyl 4-oxopiperidine-1,3-dicarboxylate O=C1C(CN(CC1)C(=O)OC(C)(C)C)C(=O)OCC